CN([C@H]1CN2C(OC1)=C(C=N2)[S@@](=O)(NC(C2=CC=CC=C2)(C2=CC=CC=C2)C2=CC=CC=C2)=NC(NC2=C1CCCC1=C(C=1CCCC21)F)=O)C (S,6S)-6-(dimethylamino)-N'-((8-fluoro-1,2,3,5,6,7-hexahydro-s-indacen-4-yl)carbamoyl)-N-trityl-6,7-dihydro-5H-pyrazolo[5,1-b][1,3]oxazine-3-sulfonimidamide